ClC1=C(C(=C(N=N1)OC1=CC(=CC=C1)C(F)(F)F)C(=O)NCC(F)(F)C1=C(C=C(C=C1)C)C)I 6-chloro-N-[2-(2,4-dimethylphenyl)-2,2-difluoroethyl]-5-iodo-3-[3-(trifluoromethyl)phenoxy]pyridazine-4-carboxamide